NCC(=O)NC=1SC=C(N1)C1=CC(=CC=C1)N1C[C@@H](CCC1)OC (R)-2-amino-N-(4-(3-(3-methoxypiperidin-1-yl)phenyl)thiazol-2-yl)acetamide